The molecule is a polyprenol phosphate that is geraniol in which the hydroxyl hydrogen is replaced by a phospho group. It has a role as a human metabolite. It derives from a geraniol. It is a conjugate acid of a geranyl phosphate(2-). CC(=CCC/C(=C/COP(=O)(O)O)/C)C